ClC1=CC(=C(N=N1)OC)CCl 6-chloro-4-(chloromethyl)-3-methoxypyridazine